C([C@@H]1CO1)OS(=O)(=O)C1=CC(=CC=C1)[N+](=O)[O-] 3-Nitrobenzenesulfonic acid (S)-glycidyl ester